(4-amino-7-fluoroimidazo[1,5-a]quinoxalin-8-yl)(2-(5-(trifluoromethyl)pyridin-2-yl)piperidin-1-yl)methanone NC=1C=2N(C3=CC(=C(C=C3N1)F)C(=O)N1C(CCCC1)C1=NC=C(C=C1)C(F)(F)F)C=NC2